(9Z)-docosenoic acid C(C=CCCCCCCCCCCCCCCCCCCC)(=O)O